C(C)OC1=C(C=C(C=C1F)C(C)C)[C@H](C(=O)O)N1C[C@@H](CC1)N(CCCCCC1=NC=2NCCCC2C=C1)C (R)-2-(2-ethoxy-3-fluoro-5-isopropylphenyl)-2-((R)-3-(methyl(5-(5,6,7,8-tetrahydro-1,8-naphthyridin-2-yl)pentyl)amino)pyrrolidin-1-yl)acetic acid